N1(N=CC=C1)CC1=CC=2N(C(=C1)OC)C(=NN2)N 7-((1H-pyrazol-1-yl)methyl)-5-methoxy-[1,2,4]triazolo[4,3-a]pyridin-3-amine